ClC1=CC=C(C(=N1)NC1=CC=C(CNC(OC(C)(C)C)=O)C=C1)[N+](=O)[O-] tert-Butyl 4-((6-chloro-3-nitropyridin-2-yl)amino)benzylcarbamate